ClC1=NN(C=C1C(=O)OCC)CC(F)F ethyl 3-chloro-1-(2,2-difluoroethyl)-1H-pyrazole-4-carboxylate